ClC1=CC2=C(NS(N=C2N2C[C@H](N(C[C@@H]2C)C(C=C)=O)C)(=O)=O)N=C1C1=C(C=CC=C1)F 1-((2R,5S)-4-(6-Chloro-7-(2-fluorophenyl)-2,2-dioxido-1H-pyrido[2,3-c][1,2,6]thiadiazin-4-yl)-2,5-dimethylpiperazin-1-yl)prop-2-en-1-one